CC1=C(C(=O)OC)C=CC(=N1)C=1N=NN(C1COC(N(CCC)C)=O)C methyl 2-methyl-6-(1-methyl-5-(((methyl (propyl)carbamoyl)oxy)methyl)-1H-1,2,3-triazol-4-yl)nicotinate